FC1([C@@H]([C@@H](N(C1)C(=O)C1(CCC1)O)CC=1C(=C(C=CC1)C1=CC(=CC=C1)C)F)NS(=O)(=O)CC)F N-((2S,3R)-4,4-difluoro-2-[(2-fluoro-3'-methyl[1,1'-biphenyl]-3-yl)methyl]-1-(1-hydroxycyclobutane-1-carbonyl)pyrrolidin-3-yl)ethanesulfonamide